COC(CSC1=NC2=CC=CC=C2C=C1)OC 2-(2,2-dimethoxyethylthio)quinoline